N-[5-(1H-benzimidazol-2-yl)-1-methyl-pyrazol-3-yl]-6-[(3R)-3-methylmorpholin-4-yl]pyridine-3-carboxamide N1C(=NC2=C1C=CC=C2)C2=CC(=NN2C)NC(=O)C=2C=NC(=CC2)N2[C@@H](COCC2)C